FC=1C=C(C=C2CC3(C(NC(NC3=O)=O)=O)[C@@H]3N(C12)C[C@H](O[C@H]3C)C)C=3OC=CN3 (2R,4S,4aS)-10-fluoro-2,4-dimethyl-8-(oxazol-2-yl)-2,4,4a,6-tetrahydro-1H,1'H-spiro[[1,4]oxazino[4,3-a]quinoline-5,5'-pyrimidine]-2',4',6'(3'H)-tri-one